CC1=NC(=CC=C1C1(CC2(C1)CC(C2)N)N)N2CCC1(CCCCO1)CC2 2-(2-methyl-6-(1-oxa-9-azaspiro[5.5]undecan-9-yl)pyridin-3-yl)spiro[3.3]heptane-2,6-diamine